2-acrylamido-2-methylpropanesulfonic acid, 2-(methacryloyloxy)ethanesulfonic acid salt C(C(=C)C)(=O)OCCS(=O)(=O)O.C(C=C)(=O)NC(CS(=O)(=O)O)(C)C